N[C@H](C(=O)OC)CC1=CC=C(C2=CC=CC=C12)C1=NC=CC(=C1C(F)(F)F)C methyl (S)-2-amino-3-(4-(4-methyl-3-(trifluoromethyl)pyridin-2-yl)naphthalen-1-yl)propanoate